COCC(CCCC)CC 2-Ethylhexyl methyl ether